(1S,5S)-6-benzyl-4-(hydroxymethyl)-2,6-diazabicyclo[3.2.0]Heptane-2-carboxylic acid tert-butyl ester C(C)(C)(C)OC(=O)N1[C@H]2CN([C@H]2C(C1)CO)CC1=CC=CC=C1